4-(4-Amino-2-(methoxymethoxy)phenyl)piperazine-1-carboxylic acid tert-butyl ester C(C)(C)(C)OC(=O)N1CCN(CC1)C1=C(C=C(C=C1)N)OCOC